Cl.NCC1=CC=C(C=C1)B(O)O 4-aminomethylphenylboronic acid, hydrochloride